(1R,2R,3R)-N-[7-chloro-6-[4-((S)-3-methyltetrahydrofuran-3-yl)piperazin-4-ium-1-yl]-3-isoquinolyl]-2-ethyl-3-(1-methylpyrazol-4-yl)cyclopropanecarboxamide ClC1=C(C=C2C=C(N=CC2=C1)NC(=O)[C@@H]1[C@@H]([C@H]1C=1C=NN(C1)C)CC)N1CC[NH+](CC1)[C@@]1(COCC1)C